FC1=CC=C(C=C1)NC(C(C)C=1C=C2CCCN(C2=CC1)C(COC)=O)=O N-(4-Fluorophenyl)-2-[1-(methoxyacetyl)-1,2,3,4-tetrahydrochinolin-6-yl]propanamid